C(C)N1CCC(CC1)N1CCC(CC1)C(=O)OCC(COC(=O)C1CC2CCCC(C1)C2)COC(CCCCCCC\C=C/C\C=C/CCCCC)=O 3-((bicyclo[3.3.1]nonane-3-carbonyl)oxy)-2-((((9Z,12Z)-octadeca-9,12-dienoyl)oxy)methyl)propyl 1'-ethyl-[1,4'-bipiperidine]-4-carboxylate